C1(=CC=C(C=C1)OC=1C=C(N)C=CC1)OC=1C=C(N)C=CC1 3,3'-[1,4-phenylenebis(oxy)]dianiline